(rac)-4-{4-Fluoro-2-[(3-fluorobenzyl)oxy]phenyl}-N-{3-[(S-methylsulfonimidoyl)methyl]phenyl}-1,3,5-triazin-2-amine FC1=CC(=C(C=C1)C1=NC(=NC=N1)NC1=CC(=CC=C1)C[S@@](=O)(=N)C)OCC1=CC(=CC=C1)F |r|